C(C(=C)C)(=O)OCCC1=CC=C(C=C1)C(C)C 2-(4-(1-methylethyl) phenyl)ethyl methacrylate